NC1=C(C(=O)NC23CCC(CC2)(CC3)O)C=C(C=N1)C1=CC3=CN(N=C3C=C1)[C@@H]1CN(CC1)C1CCOCC1 (s)-2-amino-N-(4-hydroxybicyclo[2.2.2]oct-1-yl)-5-(2-(1-(tetrahydro-2H-pyran-4-yl)pyrrolidine-3-yl)-2H-indazol-5-yl)nicotinamide